FC1(C[C@H]([C@H](C2=CC=C(C=C12)O)C1=CC=C(C=C1)N1CCC(CC1)C=O)CC(C)C)F 1-(4-((1S,2R)-4,4-difluoro-6-hydroxy-2-isobutyl-1,2,3,4-tetrahydronaphthalen-1-yl)phenyl)piperidine-4-carbaldehyde